((1R,5S,6s)-6-((4-(2-aminopropan-2-yl)-6-(4-fluorophenyl)pyridin-2-yl)oxy)-3-azabicyclo[3.1.0]hexan-3-yl)(2-(furan-2-yl)-4-methylthiazol-5-yl)methanone NC(C)(C)C1=CC(=NC(=C1)C1=CC=C(C=C1)F)OC1[C@@H]2CN(C[C@H]12)C(=O)C1=C(N=C(S1)C=1OC=CC1)C